C(C=1C(C(=O)O)=CC=CC1)(=O)[O-].[Si](O[Si](C)(C)C)(O[Si](C)(C)C)(O)O.[K+] potassium bis(trimethylsilyl) silicate phthalate